[4-(trifluoromethyl)phenyl]methyl N-{[2-(2,6-dioxopiperidin-3-yl)-3-oxo-2,3-dihydro-1H-isoindol-5-yl]methyl}carbamate O=C1NC(CCC1N1CC2=CC=C(C=C2C1=O)CNC(OCC1=CC=C(C=C1)C(F)(F)F)=O)=O